CC(C#C)(CCC=C(CCCC(CCC=C(C)C)C)C)O 3,7,11,15-tetramethylhexadeca-6,14-dien-1-yn-3-ol